4-(3-methoxy-4-((5-(thiophen-2-yl)-1,3,4-oxadiazol-2-yl)carbamoyl)phenyl)cyclohexane-1-carboxylic acid ethyl ester C(C)OC(=O)C1CCC(CC1)C1=CC(=C(C=C1)C(NC=1OC(=NN1)C=1SC=CC1)=O)OC